tert-butyl (S)-2-(6-(hydroxymethyl)-4-phenylindoline-1-carbonyl)pyrrolidine-1-carboxylate OCC1=CC(=C2CCN(C2=C1)C(=O)[C@H]1N(CCC1)C(=O)OC(C)(C)C)C1=CC=CC=C1